CC=1C=NN(C1)C1=NC=2N(C(=C1)N1CCOCC1)N=C(C2)C2=CC=NC=C2 4-[5-(4-methylpyrazol-1-yl)-2-(4-pyridyl)pyrazolo[1,5-a]pyrimidin-7-yl]morpholine